OC(CN(CCO)CCCN)O dihydroxyethyl-aminopropyl-hydroxyethyl-amine